5-((4-(4-((9-cyclopentyl-8-(phenylamino)-9H-purin-2-yl)amino)phenyl)piperazin-1-yl)methyl)-2-(2,6-dioxopiperidin-3-yl)-4-fluoroisoindoline-1,3-dione C1(CCCC1)N1C2=NC(=NC=C2N=C1NC1=CC=CC=C1)NC1=CC=C(C=C1)N1CCN(CC1)CC=1C(=C2C(N(C(C2=CC1)=O)C1C(NC(CC1)=O)=O)=O)F